C(C)OC1=CC=C(CC=2C=C(C=CC2C)[C@H]2O[C@@H]([C@@H]([C@@H]([C@@H]2CC(=O)[O-])CC(=O)[O-])CC(=O)[O-])C)C=C1 (2s,3s,4s,5r,6r)-2-(3-(4-ethoxybenzyl)-4-methylphenyl)-6-methyltetrahydro-2H-pyran-3,4,5-triacetate